2-(4-cyclopropyl-2-methoxy-3-pyridyl)-9-[[4-[1-methyl-4-(trifluoromethyl)imidazol-2-yl]phenyl]methyl]-7-(2,2,2-trifluoroethyl)purin-8-imine C1(CC1)C1=C(C(=NC=C1)OC)C1=NC=C2N(C(N(C2=N1)CC1=CC=C(C=C1)C=1N(C=C(N1)C(F)(F)F)C)=N)CC(F)(F)F